S(=O)(=O)(O)O.C(CCCCCCCCCCC)[Na] lauryl-sodium sulfate salt